N-acetylmuramyl-L-alaninyl-D-isoglutaminyl-L-alanine C(C)(=O)N([C@@H](C)C(=O)N[C@H](CCC(=O)N[C@@H](C)C(=O)O)C(N)=O)C1[C@H](N)[C@@H](O[C@@H](C(=O)O)C)[C@H](O)[C@H](O1)CO